2-[7-fluoro-3-[rac-(3S)-1-methyl-3-piperidyl]pyrido[2,3-b]pyrazin-6-yl]-3,5-dimethyl-phenol FC1=CC=2C(=NC(=CN2)[C@@H]2CN(CCC2)C)N=C1C1=C(C=C(C=C1C)C)O |r|